C(C)[N-]CC N,N-diethyl-amide